6-chloro-N-(5-(2-(2,2-dimethylpyrrolidin-1-yl)acetamido)-2-methylpyridin-3-yl)pyrazolo[1,5-a]pyrazine-3-carboxamide ClC=1N=CC=2N(C1)N=CC2C(=O)NC=2C(=NC=C(C2)NC(CN2C(CCC2)(C)C)=O)C